C(C)S(=O)(=O)C1=NC=C(C=C1S(=O)(=O)CC)C(F)(F)F 2,3-bis(ethylsulfonyl)-5-(trifluoromethyl)pyridine